4-[4-[(2-Methylpropan-2-yl)oxycarbonyl]piperazine-1-yl]benzoic acid CC(C)(C)OC(=O)N1CCN(CC1)C1=CC=C(C(=O)O)C=C1